C(C1=CC=CC=C1)(=O)C1=C(C2=CC=CC=C2C=C1)O 2-benzoyl-1-naphthol